tert-butyl-(R,Z)-1-((tert-butylsulfinyl)imino)-4-((4-methoxybenzyl)oxy)-1,3-dihydrospiro[indene-2,4'-piperidine]-1'-Carboxylic acid C(C)(C)(C)[C@@H]1N(CCC2(C1)/C(/C1=CC=CC(=C1C2)OCC2=CC=C(C=C2)OC)=N/S(=O)C(C)(C)C)C(=O)O